[2,6-difluoro-3-(3-pyridylsulfamoylamino)phenyl]-[5-(2-methoxypyrimidin-5-yl)-1H-pyrrolo[2,3-b]pyridin-3-yl]methanone FC1=C(C(=CC=C1NS(NC=1C=NC=CC1)(=O)=O)F)C(=O)C1=CNC2=NC=C(C=C21)C=2C=NC(=NC2)OC